3-(aziridin-2-yl)-5'-methyl-4-pentyl-2'-(prop-1-en-2-yl)-[1,1'-biphenyl]-2,6-diol N1C(C1)C1=C(C(=C(C=C1CCCCC)O)C1=C(C=CC(=C1)C)C(=C)C)O